FC1=CC(=C(C=C1)C1COC2=CC(=CC=C2C1C1=CC=C(C=C1)N1CCC(CC1)CN1CCN(CC1)C=1C=C2CN(C(C2=CC1)=O)C1C(NC(CC1)=O)=O)O)C 3-(5-(4-((1-(4-(3-(4-fluoro-2-methylphenyl)-7-hydroxychroman-4-yl)phenyl)piperidin-4-yl)methyl)piperazin-1-yl)-1-oxoisoindolin-2-yl)piperidine-2,6-dione